2,3-dimethyl-butyronitrile CC(C#N)C(C)C